N-[1-[5-bromo-2-[5-(difluoromethoxy)pyrimidin-2-yl]-1,2,4-triazol-3-yl]ethyl]-3-(2,2,2-trifluoroethoxy)-5-(trifluoromethyl)benzamide BrC=1N=C(N(N1)C1=NC=C(C=N1)OC(F)F)C(C)NC(C1=CC(=CC(=C1)C(F)(F)F)OCC(F)(F)F)=O